(1R,5S,6S)-N-[(3-chlorophenyl)methyl]-3-[5-(5-fluoro-2-methoxypyridin-4-yl)-1H-pyrazole-3-carbonyl]-3-azabicyclo[3.1.0]hexane-6-carboxamide ClC=1C=C(C=CC1)CNC(=O)C1[C@H]2CN(C[C@@H]12)C(=O)C1=NNC(=C1)C1=CC(=NC=C1F)OC